3-(Pyridin-3-yloxy)-N-[6-(trifluoromethyl)pyridin-3-yl]quinoline-7-carboxamide N1=CC(=CC=C1)OC=1C=NC2=CC(=CC=C2C1)C(=O)NC=1C=NC(=CC1)C(F)(F)F